(1S,3S,5S)-5-methyl-2-((4-((S)-1-phenylethoxy)benzoyl)glycyl)-2-azabicyclo[3.1.0]hexane-3-carboxylic acid methyl ester COC(=O)[C@H]1N([C@H]2C[C@]2(C1)C)C(CNC(C1=CC=C(C=C1)O[C@@H](C)C1=CC=CC=C1)=O)=O